5-(1-ethoxyvinyl)-3,3-difluoro-7-methyl-2,3-dihydropyrrolo[2,1-b]quinazolin-9(1H)-one C(C)OC(=C)C1=CC(=CC=2C(N3C(=NC12)C(CC3)(F)F)=O)C